3-(7-(((4-(((adamantan-1-yl)amino)methyl)thiazol-2-yl)methyl)amino)-1-methyl-1H-indazol-3-yl)piperidine-2,6-dione C12(CC3CC(CC(C1)C3)C2)NCC=2N=C(SC2)CNC=2C=CC=C3C(=NN(C23)C)C2C(NC(CC2)=O)=O